C(C)N1C2=CC=CC=C2C=2C=CC=CC12 9-ethyl-carbazol